4-(1-azetidinyl)-7-methyl-5-{1-methyl-5-[5-(trifluoromethyl)-2-pyridinyl]-1H-pyrazol-4-yl}imidazo[5,1-f][1,2,4]triazine N1(CCC1)C1=NC=NN2C1=C(N=C2C)C=2C=NN(C2C2=NC=C(C=C2)C(F)(F)F)C